CCCCCCCCCCCCCCOCC(=O)COP(=O)(O)O The molecule is a 1-alkylglycerone 3-phosphate in which the alkyl group is specified as tetradecyl It is a conjugate acid of a 1-tetradecylglycerone 3-phosphate(2-).